(2S,3S,5R)-N-(3-Carbamoyl-4-fluoro-phenyl)-3-(3,4-Difluoro-2-methoxy-phenyl)-5-methyl-5-(trifluoromethyl)tetrahydrofuran-2-carboxamid C(N)(=O)C=1C=C(C=CC1F)NC(=O)[C@H]1O[C@](C[C@H]1C1=C(C(=C(C=C1)F)F)OC)(C(F)(F)F)C